(7-amino-4-bromo-2-(pyridin-2-ylmethyl)-2H-pyrazolo[3,4-c]pyridin-5-yl)benzonitrile NC1=NC(=C(C=2C1=NN(C2)CC2=NC=CC=C2)Br)C2=C(C#N)C=CC=C2